methyl 5-fluoro-6-methoxynicotinate FC=1C(=NC=C(C(=O)OC)C1)OC